COC(C(C(C)C)C1=CC(=NO1)OCCOCCOCCOC1=CC=C(C=N1)C=1C=CC=2C3=C(N(C2C1)C(=O)OC(C)(C)C)C=CN=C3)=O tert-butyl 7-(6-[2-[2-(2-[[5-(1-methoxy-3-methyl-1-oxobutan-2-yl)-1,2-oxazol-3-yl]oxy]ethoxy)ethoxy]ethoxy]pyridin-3-yl)pyrido[4,3-b]indole-5-carboxylate